perfluoro-1-n-decanol FC(C(C(C(C(C(C(C(C(C(F)(F)F)(F)F)(F)F)(F)F)(F)F)(F)F)(F)F)(F)F)(F)F)(O)F